2-bromo-4-((E)-(4-hydroxyphenylimino)methyl)-6-methoxyphenyl cinnamate C(C=CC1=CC=CC=C1)(=O)OC1=C(C=C(C=C1OC)/C=N/C1=CC=C(C=C1)O)Br